3-(2-ethylhexyl-oxy)-cyclohex-2-en-1-one C(C)C(COC1=CC(CCC1)=O)CCCC